COC1=CC=C(CN(S(=O)(=O)[C@@H](C(=O)O)CCC=C)CC2=CC=C(C=C2)OC)C=C1 (2R)-(N,N-BIS(4-METHOXYBENZYL)SULFAMOYL)HEX-5-ENOIC ACID